1-(5-hydroxy-2-(5-(4-(hydroxymethyl)phenyl)-1H-imidazol-2-yl)piperidin-1-yl)-2-(methyl-thio)propan-1-one OC1CCC(N(C1)C(C(C)SC)=O)C=1NC(=CN1)C1=CC=C(C=C1)CO